C1(=CC=CC=C1)[C@H]1N(CC[C@H](C1)CC([2H])([2H])OS(=O)(=O)C1=CC=C(C)C=C1)C(=O)OC(C)(C)C |r| tert-butyl rac-(2S,4R)-2-phenyl-4-(2-(tosyloxy)ethyl-2,2-d2)piperidine-1-carboxylate